NC1=NC=CC=C1S(=O)(=O)NC(=O)C=1C(=NC(=CC1)C=1C(=NOC1C)C)N1C(C[C@@H](C1)C)(C)C N-[(2-amino-3-pyridyl)sulfonyl]-6-(3,5-dimethylisoxazol-4-yl)-2-[(4S)-2,2,4-trimethylpyrrolidin-1-yl]pyridine-3-carboxamide